2-methylthio-N6-isopentenyladenosine CC(=C)CCNC1=C2C(=NC(=N1)SC)N(C=N2)[C@H]3[C@@H]([C@@H]([C@H](O3)CO)O)O